Dodec-11-yn-1-yl 4-methylbenzenesulfonate CC1=CC=C(C=C1)S(=O)(=O)OCCCCCCCCCCC#C